3-chloro-2-(2-(3-chloro-1H-pyrazol-4-yl)-4,6-difluorophenyl)-N-(1-methyl-2-oxabicyclo[2.1.1]hexan-4-yl)imidazo[1,2-a]pyridine-7-carboxamide ClC1=C(N=C2N1C=CC(=C2)C(=O)NC21COC(C2)(C1)C)C1=C(C=C(C=C1F)F)C=1C(=NNC1)Cl